4-(2-((3-fluorophenyl)sulfonyl)propan-2-yl)-N-(6-methyl-pyridin-3-yl)piperidine-1-carboxamide FC=1C=C(C=CC1)S(=O)(=O)C(C)(C)C1CCN(CC1)C(=O)NC=1C=NC(=CC1)C